(S)-Piperazin N1CCNCC1